N1(CCCC1)CCC=O 3-(pyrrolidin-1-yl)propan-1-one